pentamethyl-cyclopentadienyl-cobalt CC1=C(C(=C(C1([Co])C)C)C)C